3-fluoro-2,5-bis[(oxan-2-yloxy)methyl]phenylboronic acid FC=1C(=C(C=C(C1)COC1OCCCC1)B(O)O)COC1OCCCC1